C(CCCCCCCCCCC)(=O)O.C(N)(OCC(CC1=CC=CC=C1)N)=O 2-amino-3-phenylpropyl carbamate laurate salt